P(=O)(OC)(OC[C@@H](CCCCCCCCCCCCCCCCCC)OCC1=CC(=CC(=C1)F)C#N)[O-] methyl ((R)-2-((3-cyano-5-fluorobenzyl) oxy) eicosyl) phosphate